N,N-dimethyl-azetidine-1-carboxamide CN(C(=O)N1CCC1)C